BrC=1C(NC2=CC=C(C=C2C1)C(F)(F)F)=O 3-bromo-6-(trifluoromethyl)-1H-quinolin-2-one